OC1(CCC(CC1)=O)C1=CC=C(C(=N1)C)C(=O)N 6-(1-hydroxy-4-oxocyclohexyl)-2-methylpyridine-3-carboxamide